5-((2,3-dihydrobenzo[b][1,4]dioxin-6-yl)amino)-2-methylisoindolin-1-one O1C2=C(OCC1)C=C(C=C2)NC=2C=C1CN(C(C1=CC2)=O)C